FC(C1=CC=2CC3N(CCNC3)C2N=C1)(F)F 3-(Trifluoromethyl)-5a,6,8,9-tetrahydropyrido[3',2':4,5]pyrrolo[1,2-a]pyrazine